OC1=C(C(=O)OCC)C=CC(=C1)C(C)(C)C ethyl 2-hydroxy-4-t-butylbenzoate